6-(3-isopropyl-5-((1-isopropylpiperidin-4-yl)oxy)-1H-indol-2-yl)-7,8-dimethyl-[1,2,4]triazolo[4,3-a]pyridine C(C)(C)C1=C(NC2=CC=C(C=C12)OC1CCN(CC1)C(C)C)C=1C(=C(C=2N(C1)C=NN2)C)C